bis(trifluoromethyl)xanthosine FC(F)(F)C([C@@H]1[C@H]([C@H]([C@@H](O1)N1C=NC=2C(=O)NC(=O)NC12)O)O)(O)C(F)(F)F